NC1=NC=CC=C1C1=NC=2C(=NC(=CC2)C2=CC=C(C=C2)F)N1C1=CC=C(C=C1)C1CN(C1)C(=O)OC(C)(C)C tert-butyl 3-[4-[2-(2-amino-3-pyridyl)-5-(4-fluorophenyl)imidazo[4,5-b]pyridin-3-yl]phenyl]azetidine-1-carboxylate